6,6'-(6-(4-chlorophenyl)-1,3,5-triazine-2,4-diyl)bis(3-(allyloxy)phenol) ClC1=CC=C(C=C1)C1=NC(=NC(=N1)C1=CC=C(C=C1O)OCC=C)C1=CC=C(C=C1O)OCC=C